2-(4-(4-acetamidophenyl)-1-oxoisoindolin-2-yl)-3-hydroxy-N-(2-hydroxy-1-(5-methyl-1,3,4-thiadiazol-2-yl)ethyl)propenamide C(C)(=O)NC1=CC=C(C=C1)C1=C2CN(C(C2=CC=C1)=O)C(C(=O)NC(CO)C=1SC(=NN1)C)=CO